(R)-(4-(4-methylpyrazolo[1,5-a]pyridin-2-yl)-6,7-dihydro-1H-imidazo[4,5-c]pyridin-5(4H)-yl)(5-(6-methylpyridin-2-yl)-1,3,4-oxadiazol-2-yl)methanone CC=1C=2N(C=CC1)N=C(C2)[C@@H]2N(CCC1=C2N=CN1)C(=O)C=1OC(=NN1)C1=NC(=CC=C1)C